CC(C(=O)OCC1C(C(C1)=C(COC(C(CC)C)=O)C)(C)C)CC [3-[2-(2-Methylbutanoyloxy)-1-Methylethylidene]-2,2-Dimethylcyclobutyl]Methyl 2-Methylbutanoate